COC1=C(C=NC=C1)C1=CC2=C(C(=N1)C)C=NN2C2=CC(=CC(=N2)C=2C=NC(=CC2)C(F)(F)F)N2[C@@H]([C@H](C2)CS(=O)(=O)C)C 6-(4-methoxypyridin-3-yl)-4-methyl-1-(4-((2R,3S)-2-methyl-3-((methylsulfonyl)methyl)azetidin-1-yl)-6'-(trifluoromethyl)-[2,3'-bipyridin]-6-yl)-1H-pyrazolo[4,3-c]pyridine